OCC1=CC(=NC=C1)N1N=CC(=C1)S(=O)(=O)NC=1C(=CC=C2C=NN(C12)C)OC 1-(4-(HYDROXYMETHYL)PYRIDIN-2-YL)-N-(6-METHOXY-1-METHYL-1H-INDAZOL-7-YL)-1H-PYRAZOLE-4-SULFONAMIDE